NC1=CC(=C(C=N1)C1CCN(CC1)C(=O)C1=NC=C(C(=C1)OC)OC1=CC=CC=C1)OC (6-Amino-4-methoxy-3',4',5',6'-tetrahydro-2'H-[3,4']bipyridinyl-1'-yl)-(4-methoxy-5-phenoxy-pyridin-2-yl)-methanone